mono-2-hydroxyethylterephthalic acid OCCC1=C(C(=O)O)C=CC(=C1)C(=O)O